O(C1=CC=CC=C1)CCCOC1=CC=CC=C1 1,3-bis(phenoxy)propane